3-[4-(2-chloro-4-mesyl-phenyl)phenyl]azetidine-1-carboxylic acid tert-butyl ester C(C)(C)(C)OC(=O)N1CC(C1)C1=CC=C(C=C1)C1=C(C=C(C=C1)S(=O)(=O)C)Cl